O1N=C(N=C1)C=1C=C(C=CC1)NC(\C(\C(C)=O)=N/O)=O (Z)-N-(3-(1,2,4-oxadiazol-3-yl)phenyl)-2-(hydroxyimino)-3-oxobutanamide